FC=1C(=NC(=NC1)C1=CNC2=NC=C(C=C21)F)NN2C(CC1CCCCC21)C(=O)O ((5-fluoro-2-(5-fluoro-1H-pyrrolo[2,3-b]pyridin-3-yl)pyrimidin-4-yl)amino)octahydro-1H-indole-2-carboxylic acid